NC1CCN(CC1)C(=O)C1=C(C=C(C=C1)NC=1C=2N(C=CN1)C(=CN2)C2=CC=C(C=C2)OC(F)F)C (4-aminopiperidin-1-yl)-[4-[[3-[4-(difluoromethoxy)phenyl]imidazo[1,2-a]pyrazin-8-yl]amino]-2-methylphenyl]methanone